2-(2-(cyclopropanesulfonamido)thiazol-4-yl)-2-methyl-N-(4-(6-propoxypyrazin-2-yl)phenyl)propanamide C1(CC1)S(=O)(=O)NC=1SC=C(N1)C(C(=O)NC1=CC=C(C=C1)C1=NC(=CN=C1)OCCC)(C)C